3-(3,5-dimethoxyanilino)-1-(2,2,2-trifluoroethyl)piperidin-2-one COC=1C=C(NC2C(N(CCC2)CC(F)(F)F)=O)C=C(C1)OC